N-(5-(4-chlorophenyl)thiazolo[5,4-b]pyridin-2-yl)-6-cyano-2-(2-methoxyphenyl)nicotinamide ClC1=CC=C(C=C1)C1=CC=C2C(=N1)SC(=N2)NC(C2=C(N=C(C=C2)C#N)C2=C(C=CC=C2)OC)=O